C(C)(C)(C)C1=C(C(=CC(=C1)C(C)(C)C)N1N=C2C(=N1)C=CC(=C2)Cl)O 2,4-di-tert-butyl-6-(5-chlorobenzotriazole-2-yl)phenol